4-carboxybenzyl cyanide C(=O)(O)C1=CC=C(CC#N)C=C1